CN(S(=O)(=O)N)C N,N-dimethyl-sulfamide